C(C)(C)(C)OC(C=C)=O acrylic acid t-butyl ester